(S)-N-(5-((5-chloropyridin-2-yl)oxy)pyridin-2-yl)-2-((S)-4,4-difluoro-3-(6-oxo-1,6-dihydropyridin-3-yl)piperidin-1-yl)propanamide ClC=1C=CC(=NC1)OC=1C=CC(=NC1)NC([C@H](C)N1C[C@@H](C(CC1)(F)F)C1=CNC(C=C1)=O)=O